ethyl 4-methoxy-2-[3-(1,3,5-trimethylpyrazol-4-yl) pyrazolo[1,5-a]pyridin-5-yl]thiazole-5-carboxylate COC=1N=C(SC1C(=O)OCC)C1=CC=2N(C=C1)N=CC2C=2C(=NN(C2C)C)C